Anthracenetriol C1=CC=C2C=C3C(=CC2=C1)C=C(C(=C3O)O)O